N-(m-tolyl)pyrazino[1',2':1,5]pyrazolo[4,3-c][1,6]naphthyridin-6-amine C1(=CC(=CC=C1)NC1=NC2=CC=NC=C2C=2C1=C1N(N2)C=CN=C1)C